N1=C(C=NC=C1)C=O 2-PYRAZINECARBOXALDEHYDE